N-{2-[(2R)-2-(Aminomethyl)pyrrolidin-1-yl]-4-phenoxy-3-(trifluoromethyl)phenyl}-2-(pyridazin-4-yl)-1,3-thiazol-4-carboxamid NC[C@@H]1N(CCC1)C1=C(C=CC(=C1C(F)(F)F)OC1=CC=CC=C1)NC(=O)C=1N=C(SC1)C1=CN=NC=C1